C(CC)C1C=CC=2C1=C1CCCCC1=CC2 1-n-propyl-6,7,8,9-tetrahydro-1H-cyclopenta[a]naphthalene